1-[6-amino-5-(tert-Butoxycarbonylamino)pyridin-2-yl]-4,4-difluorocyclohexane-carboxylic acid methyl ester COC(=O)C1(CCC(CC1)(F)F)C1=NC(=C(C=C1)NC(=O)OC(C)(C)C)N